C(OC(C)C)(OC(C)C)(OC(C)C)OC(C)C tetraisopropyl orthocarbonate